ClC1=C(C=C(C=C1)C#N)C=1C=C2C(=NN(C2=CC1)C(C1=CC=CC=C1)(C1=CC=CC=C1)C1=CC=CC=C1)NC(=O)[C@H]1CN(CCC1)C(=O)OC(C)OC(C(C)(C)C)=O 1-[(2,2-Dimethylpropanoyl)oxy]ethyl (3R)-3-{[5-(2-chloro-5-cyanophenyl)-1-trityl-1H-indazol-3-yl]carbamoyl}-piperidine-1-carboxylate